(E)-4-(3-acetyl-5-(4-cyanobut-1-en-1-yl)-2-methyl-1H-pyrrol-1-yl)benzonitrile C(C)(=O)C1=C(N(C(=C1)\C=C\CCC#N)C1=CC=C(C#N)C=C1)C